tert-butyl N-methyl-N-(3-oxopropoxy)carbamate CN(C(OC(C)(C)C)=O)OCCC=O